3-(3-Chloro-1H-pyrrolo[2,3-b]pyridin-2-yl)-1-methyl-pyrazolo[3,4-d]pyrimidin-4-amine ClC1=C(NC2=NC=CC=C21)C2=NN(C1=NC=NC(=C12)N)C